p-ethyl-aniline C(C)C1=CC=C(N)C=C1